CC=1C(=C(C2=CC=CC=C2C1C(=O)O)C(=O)O)C dimethyl-1,4-naphthalenedicarboxylic acid